B(O)(O)C1=NN(C(=C1)C(=O)O)C 3-borono-1-methyl-1H-pyrazole-5-carboxylic acid